BrC1=C(C(=O)O)C=C(C=C1)OCCCC#N 2-bromo-5-(3-cyanopropoxy)benzoic acid